tert-butyl 4-(2-(((5r,8r)-4-(benzyloxy)-3-mesityl-2-oxo-1-oxaspiro[4.5]dec-3-en-8-yl)oxy)ethyl)piperazine-1-carboxylate C(C1=CC=CC=C1)OC1=C(C(OC12CCC(CC2)OCCN2CCN(CC2)C(=O)OC(C)(C)C)=O)C2=C(C=C(C=C2C)C)C